3,11-Diethyl-7-methoxy-2,12-dimethyl-6,8-dioxo-3,4,5,9,10,11-hexaazatridec-4,9-diene 4,10-dioxide C(C)N(C(C)C)[N+](=NC(C(C(N=[N+](N(C(C)C)CC)[O-])=O)OC)=O)[O-]